ethyl 1-(6-(3-hydroxyphenyl)quinolin-2-yl)piperidine-4-carboxylate OC=1C=C(C=CC1)C=1C=C2C=CC(=NC2=CC1)N1CCC(CC1)C(=O)OCC